(E)-2-(2-methoxyphenyl)prop-2-enamide COC1=C(C=CC=C1)C(C(=O)N)=C